C(#N)C1=CC=C(OC(C(=O)NC=2SC3=C(N2)C=C(C(=C3)OC)OC)C3=C(C=CC=C3)S(=O)(=O)C3=CC=C(C=C3)F)C=C1 2-(4-Cyano-phenoxy)-N-(5,6-dimethoxy-benzothiazol-2-yl)-2-[2-(4-fluoro-benzenesulfonyl)-phenyl]-acetamide